BrC1=NN=C(S1)CN(C(=O)NC(C)(C)C)C1(CC1)C(=O)OCC ethyl 1-(1-((5-bromo-1,3,4-thiadiazol-2-yl)methyl)-3-(tert-butyl)ureido)cyclopropane-1-carboxylate